N1=C(C=CC=C1)NC(=O)C1=NC=NC(=C1)C1=CC(=CC=C1)C(F)(F)F 6-(3-trifluoromethyl-phenyl)-pyrimidine-4-carboxylic acid pyridin-2-ylamide